Tetrafluoropropan-2-ol FC(C(F)(F)F)(C)O